3,4'-bis(3,4-dicarboxyphenoxy)benzophenone C(=O)(O)C=1C=C(OC=2C=C(C(=O)C3=CC=C(C=C3)OC3=CC(=C(C=C3)C(=O)O)C(=O)O)C=CC2)C=CC1C(=O)O